methyl (S)-4-(1-(3-(difluoromethyl)-1-methyl-5-(3-(pentafluoro-λ6-sulfanyl)phenoxy)-1H-pyrazole-4-carboxamido)ethyl)benzoate FC(C1=NN(C(=C1C(=O)N[C@@H](C)C1=CC=C(C(=O)OC)C=C1)OC1=CC(=CC=C1)S(F)(F)(F)(F)F)C)F